(4R)-7-isopropyl-4-methyl-1-(pyrazin-2-yl)-4,5,6,7-tetrahydro-1H-indazole-3-carboxylic acid C(C)(C)C1CC[C@H](C=2C(=NN(C12)C1=NC=CN=C1)C(=O)O)C